2-butanone-2,4-dinitrophenylhydrazone [N+](=O)([O-])C1=C(C=CC(=C1)[N+](=O)[O-])NN=C(C)CC